C(C1=CC=CC=C1)N1C=NN(C1=O)C1=CC=C(C=C1)S(=O)(=O)C1=CC(=NC=C1)C#N 4-((4-(4-benzyl-5-oxo-4,5-dihydro-1H-1,2,4-triazol-1-yl)phenyl)sulfonyl)picolinonitrile